FC(CN1CC2=C(NC=3C=CC=CC23)CC1C)(C)C 2-(2-fluoro-2-methylpropyl)-3-methyl-2,3,4,5-tetrahydro-1H-pyrido[4,3-b]indole